N1(C=NC=C1)C=1C=C(C(=O)NC2CCN(CC2)C(C(C)C)=O)C=CC1 3-(1H-imidazol-1-yl)-N-(1-isobutyrylpiperidin-4-yl)benzamide